4-{3-methoxy-4-[2-(pentafluoro-λ6-sulfanyl)phenoxy]phenyl}-2H,4H,5H,6H,7H-pyrazolo[3,4-b]pyridin-6-on COC=1C=C(C=CC1OC1=C(C=CC=C1)S(F)(F)(F)(F)F)C1C=2C(NC(C1)=O)=NNC2